4-(4-propylcyclohexyl)phenylboronic acid C(CC)C1CCC(CC1)C1=CC=C(C=C1)B(O)O